tert-butyl (E)-5-(3-amino-1-(3-(2-cyclopropyl-6-(trifluoromethyl)pyridin-4-yl)-1H-1,2,4-triazol-1-yl)-3-oxoprop-1-en-2-yl)nicotinate NC(/C(=C/N1N=C(N=C1)C1=CC(=NC(=C1)C(F)(F)F)C1CC1)/C=1C=NC=C(C(=O)OC(C)(C)C)C1)=O